AMYL HEPTANOATE C(CCCCCC)(=O)OCCCCC